N-(3-(5-amino-6-(2-chloro-4-(pyridin-2-yloxy)phenyl)quinazolin-8-yl)phenyl)acrylamide NC1=C2C=NC=NC2=C(C=C1C1=C(C=C(C=C1)OC1=NC=CC=C1)Cl)C=1C=C(C=CC1)NC(C=C)=O